1-(5-(tert-butyl)isoxazol-3-yl)-3-(4-(4-(4-(2-morpholinoethoxy)phenyl)-2-((2-morpholinoethyl)thio)-1H-imidazol-1-yl)phenyl)urea C(C)(C)(C)C1=CC(=NO1)NC(=O)NC1=CC=C(C=C1)N1C(=NC(=C1)C1=CC=C(C=C1)OCCN1CCOCC1)SCCN1CCOCC1